CC1(CCN(CC1)C(=O)N1N=C(C=C1)C(=O)O)N(CC1=C(C=CC(=C1)C(F)(F)F)N1CCCC1)C 1-(4-methyl-4-(methyl(2-(pyrrolidin-1-yl)-5-(trifluoromethyl)benzyl)amino)piperidine-1-carbonyl)-1H-pyrazole-3-carboxylic acid